(3-(4-(2-Methoxy-2-oxoethyl)benzyl)-1,2,3-oxadiazol-3-ium-5-yl)((3-(2-phenylacetamido)-5-(trifluoromethyl)phenyl)carbamoyl)amide COC(CC1=CC=C(C[N+]2=NOC(=C2)[N-]C(NC2=CC(=CC(=C2)C(F)(F)F)NC(CC2=CC=CC=C2)=O)=O)C=C1)=O